(3S)-2-((4-Bromo-2-benzoylphenyl)amino)-4-(1H-indol-3-yl)-3-(tert-butoxycarbonylamino)butanenitrile BrC1=CC(=C(C=C1)NC(C#N)[C@H](CC1=CNC2=CC=CC=C12)NC(=O)OC(C)(C)C)C(C1=CC=CC=C1)=O